C(C)(=O)OCC\C=C/CCCC=CCC=CCC (Z)-3,8,11-tetradecatrienyl acetate